3,4,8,9-tetrahydro-1H-pyrano[4,3-c]quinoline-5,10(6H,7H)-dione C1OCCC=2C(NC=3CCCC(C3C21)=O)=O